3-(methoxymethyl)azetidine-1-sulfonamide ethyl-5-oxo-5,6-dihydropyrido[4,3-e]pyrrolo[1,2-a]pyrimidine-7-carboxylate C(C)OC(=O)C=1C=CN2C1NC(C1=C2C=NC=C1)=O.COCC1CN(C1)S(=O)(=O)N